N1C(=NC2=C1C=CC=C2)C2=CC=CC(=N2)ON2CCC(CC2)C2=C(C(=O)N)C=CC=C2C=2N=C1N(C=CC=C1)C2 (1-(6-(1H-benzo[d]imidazol-2-yl)pyridinyloxy)piperidin-4-yl)-3-(imidazo[1,2-a]pyridin-2-yl)benzamide